N[C@@H](C(=O)O)[C@H](C1=CC=CC=C1)O (2R,3S)-2-amino-3-hydroxy-3-phenyl-propanoic acid